NC1=C(C=CC=C1)C#CC1=CC=CC=C1 aminotolan